2,4,6-trimethylbenzoyl phosphate P(=O)(OC(C1=C(C=C(C=C1C)C)C)=O)([O-])[O-]